COC1=CC=C(CN2N=C(CC(C2=O)C(F)(F)F)C2=NC=CC=C2)C=C1 2-(4-methoxybenzyl)-6-(pyridin-2-yl)-4-(trifluoromethyl)-4,5-dihydropyridazin-3(2H)-one